[C@H]12CN(C[C@H](CC1)N2)C2=NC(=NC1=C(C(=C(C=C21)Cl)C=2C=C(C=CC2)O)F)N2CC(C2)N(C)C 3-(4-((1R,5S)-3,8-diazabicyclo[3.2.1]octan-3-yl)-6-chloro-2-(3-(dimethyl-amino)azetidin-1-yl)-8-fluoro-quinazolin-7-yl)phenol